ClC1=NC(=C2N=CN(C2=N1)C(CC)CC)Cl 2,6-dichloro-9-(pent-3-yl)-9H-purine